N1C(CCC2=CC=CC=C12)C1=CC=C(C=C1)C(C)(C)O 2-(4-(1,2,3,4-tetrahydroquinoline-2-yl)phenyl)propane-2-ol